N-(7-(2-chloro-5-fluorophenyl)-7-hydroxy-1-(4-methoxybenzyl)-9-oxo-1,2,3,7,8,9-hexahydro-[1,4]oxazino[3,2-e]isoindol-6-yl)-3-fluoro-5-(trifluoromethyl)benzamide ClC1=C(C=C(C=C1)F)C1(NC(C2=C3C(=CC(=C12)NC(C1=CC(=CC(=C1)C(F)(F)F)F)=O)OCCN3CC3=CC=C(C=C3)OC)=O)O